[4-[[3-(2,3-difluoro-4-methoxyphenyl)imidazo[1,2-a]pyrazin-8-yl]amino]-2-methylphenyl]-[4-[rac-(3R,4S)-3-hydroxypiperidine-4-carbonyl]piperazin-1-yl]methanone FC1=C(C=CC(=C1F)OC)C1=CN=C2N1C=CN=C2NC2=CC(=C(C=C2)C(=O)N2CCN(CC2)C(=O)[C@@H]2[C@H](CNCC2)O)C |r|